1-tert-butyl 2-methyl (2R)-4-methylpyrrolidine-1,2-dicarboxylate CC1C[C@@H](N(C1)C(=O)OC(C)(C)C)C(=O)OC